1-(bicyclo[1.1.1]pent-1-yl)-N-((R)-1-(2-chloro-3-cyanophenyl)ethyl)-4-(((1R,5s,6s)-3-methyl-3-azabicyclo[3.1.0]hex-6-yl)amino)-6-oxo-1,6-dihydropyridine-3-carboxamide C12(CC(C1)C2)N2C=C(C(=CC2=O)NC2[C@@H]1CN(C[C@H]21)C)C(=O)N[C@H](C)C2=C(C(=CC=C2)C#N)Cl